OC1(CCN(CC1)C(C[C@@H](C)C1=CC=CC=C1)=O)CN1C=NC(=CC1=O)C1=C(C=CC=C1)OC(F)(F)F (R)-3-((4-hydroxy-1-(3-phenylbutyryl)piperidin-4-yl)methyl)-6-(2-(trifluoromethoxy)phenyl)pyrimidin-4(3H)-one